2-(5-methoxy-1-benzofuran-2-yl)-3-[(2-methoxyethyl)amino]imidazo[1,2-a]pyridine-7-carbonitrile COC=1C=CC2=C(C=C(O2)C=2N=C3N(C=CC(=C3)C#N)C2NCCOC)C1